C(C)(=O)N1CCC(CC1)NCC1=CN=C(S1)C(=O)NC1=C(C(=CC=C1)C1=NC=CC(=C1Cl)C1=NC(=C(C=C1)CNC[C@@H]1NC(CC1)=O)OC)Cl (R)-5-(((1-acetylpiperidin-4-yl)amino)methyl)-N-(2-chloro-3-(3'-chloro-6-methoxy-5-((((5-oxopyrrolidin-2-yl)methyl)amino)methyl)-[2,4'-bipyridin]-2'-yl)phenyl)thiazole-2-carboxamide